4-(6-Bromo-2,3-dimethylimidazo[1,2-a]pyridin-8-yl)morpholine BrC=1C=C(C=2N(C1)C(=C(N2)C)C)N2CCOCC2